FC(C=1C=C2CCC3=C(N=C(S3)N)C2=CC1)(F)F 7-(trifluoromethyl)-4,5-dihydronaphtho[1,2-d]thiazol-2-amine